1,1,1,15,15,15-hexafluoro-8-methyl-8-((2-(2,2,2-trifluoroethoxy)ethoxy)methyl)-3,6,10,13-tetraoxapentadecane FC(COCCOCC(COCCOCC(F)(F)F)(COCCOCC(F)(F)F)C)(F)F